N-(4-(2-(((1r,4r)-4-(dimethylamino)cyclohexyl)amino)-7-oxo-5H-spiro[pyrido[4,3-d]pyrimidine-8,3'-pyrrolidin]-6(7H)-yl)-2-fluorophenyl)-1-(4-fluorophenyl)methanesulfonamide CN(C1CCC(CC1)NC=1N=CC2=C(N1)C1(CNCC1)C(N(C2)C2=CC(=C(C=C2)NS(=O)(=O)CC2=CC=C(C=C2)F)F)=O)C